4-(5-fluoro-2-(trifluoromethyl)phenyl)butanoic acid FC=1C=CC(=C(C1)CCCC(=O)O)C(F)(F)F